2-(tert-butyl)-2-methyl-1,3-dioxane-4,6-dione C(C)(C)(C)C1(OC(CC(O1)=O)=O)C